CN1CCC(CC1)(C)OC1=C(C=C(N)C=C1)C 4-((1,4-dimethylpiperidine-4-yl)oxy)-3-methylaniline